cyclopropane-1-carboximidamide C1(CC1)C(N)=N